2-(Pyridin-2-yl)-1H-benzimidazole N1=C(C=CC=C1)C1=NC2=C(N1)C=CC=C2